O1C=CC2=C1C1=C(S2)C=CC=C1 benzothiophenofuran